3-[[(3R,4R)-4-[4-Chloro-2-(5-fluoro-2-pyridyl)-1H-imidazol-5-yl]-3-methyl-1-piperidyl]sulfonyl]-N-(3,3-difluorocyclobutyl)propenamide ClC=1N=C(NC1[C@H]1[C@H](CN(CC1)S(=O)(=O)C=CC(=O)NC1CC(C1)(F)F)C)C1=NC=C(C=C1)F